(1-Acetylpiperidin-4-yl)-4-oxo-2-((2-(trimethylsilyl)ethoxy)methyl)-4,5-dihydro-2H-pyrrolo[3,2-c]pyridine-7-carboxylic acid methyl ester COC(=O)C=1C=2C(C(NC1)=O)=CC(N2)(COCC[Si](C)(C)C)C2CCN(CC2)C(C)=O